FC=1C=C(C=CC1F)C=1N=CN(C1)C12CC(C1)(C2)NC(OC(C)(C)C)=O tert-butyl (3-(4-(3,4-difluorophenyl)-1H-imidazol-1-yl)bicyclo[1.1.1]pentan-1-yl)carbamate